Vinylketon C(=C)C(=O)C=C